C1(CC1)[C@](CNC(=O)C1=NOC(N1)=O)(CC1=C(C=C(C=C1)F)F)C (R)-N-(2-cyclopropyl-3-(2,4-difluorophenyl)-2-methylpropyl)-5-oxo-4,5-dihydro-1,2,4-oxadiazole-3-carboxamide